N1(CCOCC1)C1=NC=2N(C(=N1)NCC1=NN=C(N1)C1=CC=CC=C1)N=CC2C(F)(F)F 2-(morpholin-4-yl)-N-[(5-phenyl-4H-1,2,4-triazol-3-yl)methyl]-8-(trifluoromethyl)pyrazolo[1,5-a][1,3,5]triazin-4-amine